CC1=C(C=CC(=C1)C)N=NC1C(N(N=C1C)C1=CC=CC=C1)=O 4-[(2,4-dimethylphenyl)azo]-2,4-dihydro-5-methyl-2-phenyl-3H-pyrazole-3-one